C(CCCC(=O)O)CC/C(=C/C(=O)O)/O The molecule is a dicarboxylic acid that is dec-2-enedioic acid substituted at position 3 by a hydroxy group (the Z-geoisomer). It is a dicarboxylic acid, an enol and a 3-hydroxy carboxylic acid.